2-(β-diisopropylaminoethoxy)-1,3,2-dioxaborinane C(C)(C)N(CCOB1OCCCO1)C(C)C